C(=O)(O)C1CCC(CC1)C(=O)O 1,4-dicarboxylcyclohexane